(alphaR)-alpha-methyl-N-(phenylmethyl)-benzylamine C[C@H](C1=CC=CC=C1)NCC1=CC=CC=C1